4-(2-(methylamino)ethoxy)cyclohexanecarboxamide hydrochloride Cl.CNCCOC1CCC(CC1)C(=O)N